3',6'-di(azetidin-1-yl)-6-(((2-(2-((6-chlorohexyl)oxy)ethoxy)ethyl)(methyl)amino)methyl)-2-diazospiro[indene-1,9'-xanthen]-3(2H)-one N1(CCC1)C=1C=CC=2C3(C4=CC=C(C=C4OC2C1)N1CCC1)C(C(C1=CC=C(C=C13)CN(C)CCOCCOCCCCCCCl)=O)=[N+]=[N-]